[Sn+4].C/C(=C(/CCCCCCC(C(=O)[O-])O)\C)/CCCCCCCC.C/C(=C(/CCCCCCC(C(=O)[O-])O)\C)/CCCCCCCC.C/C(=C(/CCCCCCC(C(=O)[O-])O)\C)/CCCCCCCC.C/C(=C(/CCCCCCC(C(=O)[O-])O)\C)/CCCCCCCC dimethylhydroxyoleate tin